(2S)-9-((2-chloro-4-((3-Fluoropyridin-2-yl)oxy)phenyl)(hydroxy)methyl)-2-((methoxy-d3)methyl)-2-methyl-1,2,4,7-Tetrahydro-3H-pyrrolo[3',2':5,6]pyrido[3,4-b]pyrazin-3-one ClC1=C(C=CC(=C1)OC1=NC=CC=C1F)C(C1=CNC2=C1C1=C(NC([C@](N1)(C)COC([2H])([2H])[2H])=O)C=N2)O